3,3-dimethylcyclohexanone CC1(CC(CCC1)=O)C